3-((3R,4S)-4-(((tert-butyldimethylsilyl)oxy)methyl)pyrrolidin-3-yl)-4-methyl-N-(5-(trifluoromethyl)pyridin-3-yl)benzamide [Si](C)(C)(C(C)(C)C)OC[C@H]1[C@@H](CNC1)C=1C=C(C(=O)NC=2C=NC=C(C2)C(F)(F)F)C=CC1C